6-Chloro-4-isopropyl-N-methyl-2,7-naphthyridine-1-carboxamide ClC=1C=C2C(=CN=C(C2=CN1)C(=O)NC)C(C)C